C1(CC1)S(=O)(=O)NC(=O)C1=NC(=C(C=C1)NCC#CC=1C=C2C(=CC=CN2C1CC(F)(F)F)N[C@H]1[C@H](CN(CC1)C)F)OC([2H])([2H])[2H] N-(cyclopropylsulfonyl)-5-((3-(8-(((3S,4R)-3-fluoro-1-methylpiperidin-4-yl)amino)-3-(2,2,2-trifluoroethyl)indolizin-2-yl)prop-2-yn-1-yl)amino)-6-(methoxy-d3)pyridine-2-carboxamide